5-chloro-3-fluoro-2-[3-iodo-2-[4-(trifluoromethyl)pyrazol-1-yl]phenoxy]pyridine ClC=1C=C(C(=NC1)OC1=C(C(=CC=C1)I)N1N=CC(=C1)C(F)(F)F)F